trans-1,2-dicyanoethylene C(#N)\C=C\C#N